C1(=CC=CC=C1)N[Si]1(O[SiH](O[SiH](O1)C)C)C 2-phenylamino-2,4,6-trimethylcyclotrisiloxane